COC1=NN(C=C1N)COCC[Si](C)(C)C 3-methoxy-1-((2-(trimethylsilyl)ethoxy)methyl)-1H-pyrazol-4-amine